OC1=C(C(=O)O)C=C(C(=N1)C)C 2-hydroxy-5,6-dimethylnicotinic acid